[Na].C(C)O[SiH](C)C ethoxydimethylsilane sodium salt